C(CCCCCCCCCC)(=O)C(OP(OC[C@@H](CO)OO)(=O)[O-])C[N+](C)(C)C undecanoyl-2-hydroxysn-glycero-3-phosphocholine